1-[4-([[(2R,3S)-3-[(tert-butoxycarbonyl)amino]-5-carbamoylpentan-2-yl]oxy]methyl)phenyl]piperidine-4-carboxylic acid C(C)(C)(C)OC(=O)N[C@H]([C@@H](C)OCC1=CC=C(C=C1)N1CCC(CC1)C(=O)O)CCC(N)=O